titanium-tin-titanium [Ti].[Sn].[Ti]